(+)-2-acetoxysuccinic anhydride C(C)(=O)OC1C(=O)OC(C1)=O